4,6-dichloro-5-methylpyridine-3-carboxylic acid ClC1=C(C=NC(=C1C)Cl)C(=O)O